C(C)OC(C(=C=O)NC=1C=NC(=CC1Cl)Cl)=O 2-((4,6-dichloropyridin-3-yl)amino)-2-carbonylacetic acid ethyl ester